[OH-].CN1C=[N+](C=C1)C 1,3-dimethylimidazolium hydroxide